p-bromobenzenesulfinate BrC1=CC=C(C=C1)S(=O)[O-]